2-((2S,4S)-5-chloro-2-(((trans-3-((difluoromethoxy)methyl)cyclobutyl)amino)methyl)-6-fluoro-2-phenyl-2,3-dihydrobenzofuran-4-yl)-4-(difluoromethoxy)-3-fluorobenzamide ClC=1C(=CC2=C(C[C@](O2)(C2=CC=CC=C2)CN[C@@H]2C[C@H](C2)COC(F)F)C1C1=C(C(=O)N)C=CC(=C1F)OC(F)F)F